(S)-N2-[1-(4-fluorophenyl)ethyl]-6-(oxazol-5-yl)-N4-(pyrazin-2-yl)pyrimidine-2,4-diamine FC1=CC=C(C=C1)[C@H](C)NC1=NC(=CC(=N1)NC1=NC=CN=C1)C1=CN=CO1